fumaric acid sodium salt [Na+].C(\C=C\C(=O)[O-])(=O)[O-].[Na+]